F[C@@H]1CN(CC1)C1=NC=CC(=C1C1=NC2=C(N1)COCC2)I 2-[2-[(3S)-3-fluoropyrrolidin-1-yl]-4-iodo-3-pyridyl]-3,4,6,7-tetrahydropyrano[3,4-d]imidazole